2,3-dimethyl-6-(2-(1-methyl-1H-pyrazol-4-yl)morpholino)-8-(piperidin-4-yl)pyrimido[5,4-d]pyrimidin-4(3H)-one CC=1N(C(C2=C(N1)C(=NC(=N2)N2CC(OCC2)C=2C=NN(C2)C)C2CCNCC2)=O)C